trimethylanilinium tetrakis(pentafluorophenyl)borate FC1=C(C(=C(C(=C1[B-](C1=C(C(=C(C(=C1F)F)F)F)F)(C1=C(C(=C(C(=C1F)F)F)F)F)C1=C(C(=C(C(=C1F)F)F)F)F)F)F)F)F.C[N+](C1=CC=CC=C1)(C)C